(2,5-dibutoxy-1,4-phenylene)bis(methylene) diacetate C(C)(=O)OCC1=C(C=C(C(=C1)OCCCC)COC(C)=O)OCCCC